C(CCCC)C(=O)C METHYL AMYL Ketone